1-[2-(difluoromethoxy)-4-(trifluoromethyl)phenyl]-N-[(1r,3s)-3-methoxycyclohexyl]pyrrolo[1,2-d][1,2,4]triazin-4-amine FC(OC1=C(C=CC(=C1)C(F)(F)F)C=1C=2N(C(=NN1)N[C@H]1C[C@H](CCC1)OC)C=CC2)F